2-(5-amino-2-(furan-2-yl)-7H-pyrazolo[4,3-e][1,2,4]triazolo[1,5-c]pyrimidin-7-yl)-N-((5-methylpyridin-2-yl)methyl)-2-phenylpropanamide NC1=NC2=C(C=3N1N=C(N3)C=3OC=CC3)C=NN2C(C(=O)NCC2=NC=C(C=C2)C)(C)C2=CC=CC=C2